2-(4-(3-ethyl-2-(2-methoxypyridin-4-yl)-1H-indol-5-yl)piperazin-1-yl)-N-methylethan-1-amine C(C)C1=C(NC2=CC=C(C=C12)N1CCN(CC1)CCNC)C1=CC(=NC=C1)OC